(1R,2S)-1-(5-chloropyrimidin-2-yl)-N-(4-(4,6-dimethoxypyrimidin-5-yl)-5-(3-methylenecyclobutyl)-4H-1,2,4-triazol-3-yl)-1-methoxypropane-2-sulfonamide ClC=1C=NC(=NC1)[C@H]([C@H](C)S(=O)(=O)NC1=NN=C(N1C=1C(=NC=NC1OC)OC)C1CC(C1)=C)OC